6-{[4-(but-3-en-1-yl)-6-chloro-2-methylindazol-5-yl]amino}-3-[5-(prop-2-en-1-yl)isoquinolin-4-yl]-1-[(2,4,5-trifluorophenyl)methyl]-1,3,5-triazine-2,4-dione C(CC=C)C=1C2=CN(N=C2C=C(C1NC1=NC(N(C(N1CC1=C(C=C(C(=C1)F)F)F)=O)C1=CN=CC2=CC=CC(=C12)CC=C)=O)Cl)C